1-trimethylsilylcyclohexa-2,5-diene C[Si](C1C=CCC=C1)(C)C